4-(4-(tert-butoxycarbonyl)piperazin-1-yl)-7,8-dihydropyrido[4,3-d]pyrimidine-6(5H)-carboxylic acid benzyl ester C(C1=CC=CC=C1)OC(=O)N1CC2=C(N=CN=C2N2CCN(CC2)C(=O)OC(C)(C)C)CC1